4-methyl-5-[[2-[6-(2,2,2-trifluoroethyl)quinazolin-4-yl]-2,7-diazaspiro[3.5]nonan-7-yl]methyl]-1H-indole-2-carbonitrile hydrochloride Cl.CC1=C2C=C(NC2=CC=C1CN1CCC2(CN(C2)C2=NC=NC3=CC=C(C=C23)CC(F)(F)F)CC1)C#N